C(C)(C)(C)OC(N[C@@H]1CN(CC1)C1=NN(C2=C1C=NC(=C2)Cl)CC2(CCCC2)CO[Si](C)(C)C(C)(C)C)=O tert-butyl-(S)-(1-(1-((1-(((tert-butyldimethylsilyl)oxy) methyl)cyclopentyl)methyl)-6-chloro-1H-pyrazolo[4,3-c]pyridin-3-yl)pyrrolidin-3-yl)carbamate